N(=C=O)CCCC1C(C2CC(C1C2)CN=C=O)CN=C=O 3-(3-isocyanatopropyl)-2,5-bis(isocyanatomethyl)-bicyclo(2.2.1)heptane